2-methyl-6-methoxyquinazolin-4(3H)-one CC1=NC2=CC=C(C=C2C(N1)=O)OC